3-(1-(3-bromophenyl)-3-methylcyclobutyl)-4H-1,2,4-triazole BrC=1C=C(C=CC1)C1(CC(C1)C)C1=NN=CN1